(2-ethylhexyl)ammonium tosylate S(=O)(=O)([O-])C1=CC=C(C)C=C1.C(C)C(C[NH3+])CCCC